FC1=CC=C(C=C1)CS(=O)(=O)N1CC(N(CC1)C1=CC(=CC(N1)=O)N1[C@@H](COCC1)C)C(F)(F)F 6-[4-[(4-fluorophenyl)methylsulfonyl]-2-(trifluoromethyl)piperazin-1-yl]-4-[(3R)-3-methylmorpholin-4-yl]-1H-pyridin-2-one